C(CCCCCCCCCCC)[B] dodecyl-Boron